(1,1-Dioxido-2,3-dihydrothiophen-3-yl)-8-fluoro-7-(1-methylcyclobutyl)-2-oxo-1,2-dihydroquinoline-3-carboxamide O=S1(CC(C=C1)N1C(C(=CC2=CC=C(C(=C12)F)C1(CCC1)C)C(=O)N)=O)=O